CN1C(CCC1)C=1N=C2N(C=C(C=C2)NC(=O)C2=NC3=CC=CN=C3C=C2)C1 N-[2-(1-methylpyrrolidin-2-yl)imidazo[1,2-a]pyridin-6-yl]-1,5-naphthyridine-2-carboxamide